tert-amyliminotri(ethylmethylamino)tantalum C(C)(C)(CC)N=[Ta](N(CC)C)(N(CC)C)N(C)CC